N'-((2,2-difluorobenzo[d][1,3]dioxol-5-yl)methyl)-N-methylacetohydrazide FC1(OC2=C(O1)C=CC(=C2)CNN(C(C)=O)C)F